C[C@@H]1CC23CC[C@@H]4[C@@]([C@H]2CC[C@@H]1C3)(CCCC4(C)C)C (-)-kaurane